2,2-dimethyl-1,3-dioxan-5-amine CC1(OCC(CO1)N)C